C(C)(C)(C)OC(=O)C1=NC2=C(N1)C=CC(=C2)NC([C@H](CC2=CC=CC=C2)NC(C(=O)NC2=C(C=CC(=C2)Cl)N2N=NN=C2)=O)=O (S)-5-(2-(2-((5-chloro-2-(1H-tetrazol-1-yl)phenyl)amino)-2-oxoacetamido)-3-phenylpropionamido)-1H-benzo[d]imidazole-2-carboxylic acid tert-butyl ester